1-(4-(2-(3-(4-(tert-butyl)piperazin-1-yl)-4-fluorophenyl)-3-hydroxy-6-methylpyridin-4-yl)-2-chlorophenyl)-3-methyl-1,3-dihydro-2H-imidazol-2-one C(C)(C)(C)N1CCN(CC1)C=1C=C(C=CC1F)C1=NC(=CC(=C1O)C1=CC(=C(C=C1)N1C(N(C=C1)C)=O)Cl)C